CC1C(NCCC1)=O 3-methyl-2-oxopiperidin